5-methyl-2-ethyl-4-hydroxy-3(2H)-furanone CC1=C(C(C(O1)CC)=O)O